BrC=1C(=NC(=NC1)NC=1C(=NN(C1)C1CCN(CC1)C)C)NCCCN1C(CCCC1)=O 1-(3-((5-bromo-2-((3-methyl-1-(1-methylpiperidin-4-yl)-1H-pyrazol-4-yl)amino)pyrimidin-4-yl)amino)propyl)piperidin-2-one